1-[[2,3-difluoro-4-[5-(trifluoromethyl)-1,2,4-oxadiazol-3-yl]phenyl]methyl]pyridin-2-one FC1=C(C=CC(=C1F)C1=NOC(=N1)C(F)(F)F)CN1C(C=CC=C1)=O